C(C)(C)(C)OC(=O)NC1CC(C1)C(=O)O (1r,3r)-3-((tert-butyloxycarbonyl)amino)cyclobutanecarboxylic acid